Methyl 4-cyclobutyl-5-(imino(methylthio)methyl)-2-methylbenzoate C1(CCC1)C1=CC(=C(C(=O)OC)C=C1C(SC)=N)C